((3-bromophenyl)thio)propanoic acid methyl ester COC(C(C)SC1=CC(=CC=C1)Br)=O